4-(2-(6-methylpyridin-3-yl)ethoxy)aniline CC1=CC=C(C=N1)CCOC1=CC=C(N)C=C1